C(=O)O.ClC1=C(C=CC(=C1)Cl)N1C[C@H]([C@@]2(CC1)C=1C=CC(=NC1CN(C2)C[C@@H]2NCCC2)C=2C(=NC=CC2)OCC)CC (3'S,5S)-1'-(2,4-dichlorophenyl)-2-(2-ethoxypyridin-3-yl)-3'-ethyl-7-[[(2R)-pyrrolidin-2-yl]methyl]spiro[6,8-dihydro-1,7-naphthyridine-5,4'-piperidine] formate salt